potassium {[4-(tert-butoxycarbonyl)piperazin-1-yl]methyl}tri(fluoro)boranuide C(C)(C)(C)OC(=O)N1CCN(CC1)C[B-](F)(F)F.[K+]